4-(methoxy-d3)-1H-pyrrole-2-carboxamide C(OC=1C=C(NC1)C(=O)N)([2H])([2H])[2H]